(2,6-difluoro-3,5-dimethoxyphenyl)methanol FC1=C(C(=C(C=C1OC)OC)F)CO